ClC1=CC(=CC(=N1)NCC)C1=C(C=NN1C)C1=NN=CN1C 6-Chloro-N-ethyl-4-(1-methyl-4-(4-methyl-4H-1,2,4-triazol-3-yl)-1H-pyrazol-5-yl)pyridin-2-amine